[2-(2,6-dioxopiperidin-3-yl)-4-methoxy-3-oxo-2,3-dihydro-1H-isoindol-5-yl]methyl N-[4-(4-fluoro-2-methoxyphenoxy)-2-methoxyphenyl]carbamate FC1=CC(=C(OC2=CC(=C(C=C2)NC(OCC=2C(=C3C(N(CC3=CC2)C2C(NC(CC2)=O)=O)=O)OC)=O)OC)C=C1)OC